6-nitroquinazoline-2,4(1H,3H)-dione [N+](=O)([O-])C=1C=C2C(NC(NC2=CC1)=O)=O